1-(4-(piperidin-4-yloxy)piperidin-1-yl)ethan-1-one N1CCC(CC1)OC1CCN(CC1)C(C)=O